C12OCCC(C1)C2 oxabicyclo[3.1.1]heptane